iodopropane n-carbamate IC(=CC)NC(=O)[O-]